Undecylether C(CCCCCCCCCC)OCCCCCCCCCCC